C(#N)C=1C=C(C=CC1)C=1C=CC2=C(N=C(O2)C2(CN(CCC2)C#N)F)C1 3-(5-(3-cyanophenyl)benzo[d]oxazol-2-yl)-3-fluoropiperidine-1-carbonitrile